4-morpholino-6-(pyridin-2-yl)-2-(3-(m-tolyl)-1H-pyrazol-1-yl)-7-(trifluoromethyl)furo[3,2-d]pyrimidine O1CCN(CC1)C=1C2=C(N=C(N1)N1N=C(C=C1)C=1C=C(C=CC1)C)C(=C(O2)C2=NC=CC=C2)C(F)(F)F